BrC1=C(SC2=C1N=CN=C2NC(C)C=2C=C(COCCCN(C(OC(C)(C)C)=O)C)C=CC2)C(=O)N2CCOCC2 tert-butyl (3-((3-(1-((7-bromo-6-(morpholine-4-carbonyl)thieno[3,2-d]pyrimidin-4-yl)amino)ethyl)benzyl)oxy)propyl)(methyl)carbamate